5'-methyl-3-(5-methyl-1,2,4-oxadiazol-3-yl)-4-pentyl-2'-(prop-1-en-2-yl)-[1,1'-biphenyl] CC=1C=CC(=C(C1)C1=CC=C(C=C1)CCC(CC)C1=NOC(=N1)C)C(=C)C